CN(CCCOC1=C(N=C2C(=CC=NC2=C1)OC1=C(C=C(C=N1)NC(=O)C1(CC1)C(=O)NC1=CC=C(C=C1)F)F)OC)C 1-N'-[6-[[7-[3-(dimethylamino)propoxy]-6-methoxy-1,5-naphthyridin-4-yl]oxy]-5-fluoropyridin-3-yl]-1-N-(4-fluorophenyl)cyclopropane-1,1-dicarboxamide